(R)-N-(3,3-difluoro-1-(methylsulfonyl)piperidin-4-yl)-6-fluoro-5-(1-(2-fluoroethyl)-2-methyl-1H-benzo[d]imidazol-6-yl)-4-methoxypyrrolo[2,1-f][1,2,4]triazin-2-amine FC1(CN(CC[C@H]1NC1=NN2C(C(=N1)OC)=C(C(=C2)F)C=2C=CC1=C(N(C(=N1)C)CCF)C2)S(=O)(=O)C)F